2-[2-(3,3-difluorobutyl)pyrazolo[3,4-b]pyridin-6-yl]-3-methyl-5-(trifluoromethyl)phenol FC(CCN1N=C2N=C(C=CC2=C1)C1=C(C=C(C=C1C)C(F)(F)F)O)(C)F